8-methoxy-3-phenyl-3,4-dihydro-2H-benzo[e][1,3]oxazine-6-carbaldehyde COC1=CC(=CC=2CN(COC21)C2=CC=CC=C2)C=O